1-(difluoromethyl)pyrazol-4-ol FC(N1N=CC(=C1)O)F